ethyl 2-amino-4,5,6,7-tetrahydrobenzo[b]thiophene-3-carboxylate NC1=C(C2=C(S1)CCCC2)C(=O)OCC